4-((3aR,6aS)-5-(4-(2-(2-aminopyridin-3-yl)-5-phenyl-3H-imidazo[4,5-b]pyridin-3-yl)benzyl)hexahydropyrrolo[3,4-c]pyrrol-2(1H)-yl)pyrimidine-2-carbonitrile NC1=NC=CC=C1C1=NC=2C(=NC(=CC2)C2=CC=CC=C2)N1C1=CC=C(CN2C[C@@H]3[C@H](C2)CN(C3)C3=NC(=NC=C3)C#N)C=C1